C1(CCC1)CC=O 2-cyclobutylethan-1-one